1-({3,4-difluoro-2-[(2-fluoro-4-iodophenyl)amino]Phenyl}carbonyl)-3-[(ethylamino)methyl]Azetidin-3-ol Aluminum [Al].FC=1C(=C(C=CC1F)C(=O)N1CC(C1)(O)CNCC)NC1=C(C=C(C=C1)I)F